FC=1C=CC=2C3=C(C=NC2C1)N(C(C31CN(C1)C1=CC(=CC=C1)C(F)(F)F)=O)C 7'-Fluoro-3'-methyl-2'-oxo-1-(3-(trifluoromethyl)phenyl)-2',3'-dihydrospiro[azetidine-3,1'-pyrrolo[2,3-c]quinolin]